[Cl-].[Cl-].C(CCC)[Hf+2](C1C=CC=C1)CCCC Di-n-butyl-cyclopentadienyl-hafnium dichloride